N-[2-(morpholin-4-yl)ethyl]-2-oxo-1-[cis-4-[(3-methoxy-4-methylphenyl)carbamoyl]cyclohexyl]-2,3-dihydro-1H-1,3-benzodiazole-4-carboxamide N1(CCOCC1)CCNC(=O)C1=CC=CC=2N(C(NC21)=O)[C@@H]2CC[C@@H](CC2)C(NC2=CC(=C(C=C2)C)OC)=O